O.C1(=CC=CC2=CC=CC=C12)S(=O)(=O)OF perfluoro naphthalenesulfonate hydrate